1-((6-(4-fluorophenyl)-4-(1-methyl-1H-pyrazol-3-yl)pyridin-3-yl)methyl)-1,5-dihydro-2H-pyrrol-2-one FC1=CC=C(C=C1)C1=CC(=C(C=N1)CN1C(C=CC1)=O)C1=NN(C=C1)C